5-cyano-2-methyl-6-[4-(trifluoromethyl)phenyl]nicotinic acid C(#N)C=1C(=NC(=C(C(=O)O)C1)C)C1=CC=C(C=C1)C(F)(F)F